4-(3-((8-fluoro-2-(6-methoxypyridin-3-yl)-2,3-dihydrobenzo[b][1,4]dioxin-6-yl)methyl)-3H-imidazo[4,5-b]pyridin-6-yl)-2-methylbut-3-yn-2-amine FC1=CC(=CC2=C1OC(CO2)C=2C=NC(=CC2)OC)CN2C=NC=1C2=NC=C(C1)C#CC(C)(N)C